N1C=NC=C1C=C1C(NC2=CC=CC=C12)=O 3-(1H-imidazol-5-ylmethylene)-1,3-dihydro-2H-indol-2-one